1,4-Di-p-Toluidinoanthraquinone C1(=CC=C(C=C1)NC1=CC=C(C=2C(C3=CC=CC=C3C(C12)=O)=O)NC1=CC=C(C=C1)C)C